2-(difluoromethoxy)-4-methylnicotinaldehyde FC(OC1=C(C=O)C(=CC=N1)C)F